(S)-N-benzyloxycarbonyl-5-azaspiro[2.4]heptane-6-carboxylic acid C(C1=CC=CC=C1)OC(=O)N1CC2(CC2)C[C@H]1C(=O)O